FC1=C(C=CC=C1F)C1=NN2C(N=CC=C2)=C1C(=O)OCC Ethyl 2-(2,3-difluoro-phenyl)pyrazolo[1,5-a]pyrimidine-3-carboxylate